tert-butyl (5-bromo-2-(2-hydroxyethyl)pyridin-3-yl)carbamate BrC=1C=C(C(=NC1)CCO)NC(OC(C)(C)C)=O